C(C)(C)C1=NC(=NC2=CC=CC=C12)NC=1N=CN(C1)C1=CC(=C(C(=C1)OC)OC)OC 4-isopropyl-N-(1-(3,4,5-trimethoxyphenyl)-1H-imidazol-4-yl)quinazolin-2-amine